NC1CC2CCC(C1)N2C2=CN=C1C(=N2)NC=C1C1=C(C2=C(N(N=C2C=C1)C)CC#N)Cl 2-(5-{3-[endo-3-amino-8-azabicyclo[3.2.1]octan-8-yl]-5H-pyrrolo[2,3-b]pyrazin-7-yl}-4-chloro-2-methyl-2H-indazol-3-yl)acetonitrile